ClC1=CC2=C(N=C(N(C2=O)C2=CC=C(C=C2)C(NC)=O)C2CN(CC2)C(=O)OC(C)(C)C)C=N1 tert-butyl 3-(6-chloro-3-(4-(methylcarbamoyl)phenyl)-4-oxo-3,4-dihydropyrido[3,4-d]pyrimidin-2-yl)pyrrolidine-1-carboxylate